(R)-1-(2-methoxyethyl)-3,4'-bipiperidine dihydrochloride dihydrochloride Cl.Cl.Cl.Cl.COCCN1C[C@H](CCC1)C1CCNCC1